NCC[Si](OCCCC)(OCCCC)OCCCC beta-amino-ethyl-tributoxysilane